N-(3-((1H-pyrrolo[2,3-b]pyridin-4-yl)oxy)-4-methylphenyl)-4-((4-ethylpiperazin-1-yl)methyl)-3-(trifluoromethyl)benzamide N1C=CC=2C1=NC=CC2OC=2C=C(C=CC2C)NC(C2=CC(=C(C=C2)CN2CCN(CC2)CC)C(F)(F)F)=O